N[C@H](C=1N=C2N(N=CC(=C2)[C@@H](COC(C)C)N2C(NCC(C2)(F)F)=O)C1)C1CCC(CC1)(F)F |o1:10| 1-((S*)-1-(2-((S)-amino(4,4-difluorocyclohexyl)methyl)imidazo[1,2-b]pyridazin-7-yl)-2-isopropoxyethyl)-5,5-difluorotetrahydropyrimidin-2(1H)-one